2-((2-ethyl-6-(2-(4-((2R,4S)-4-hydroxypyrrolidine-2-carbonyl)piperazin-1-yl)pyrimidin-5-yl)imidazo[1,2-a]pyridin-3-yl)(methyl)amino)-4-(4-fluorophenyl)thiazole-5-carbonitrile C(C)C=1N=C2N(C=C(C=C2)C=2C=NC(=NC2)N2CCN(CC2)C(=O)[C@@H]2NC[C@H](C2)O)C1N(C=1SC(=C(N1)C1=CC=C(C=C1)F)C#N)C